1,2,4-triaminopyridine NN1C(C=C(C=C1)N)N